N-(4-(((2S,4R)-2-Methyl-1-propionyl-1,2,3,4-tetrahydroquinolin-4-yl)amino)phenyl)propiolamide C[C@@H]1N(C2=CC=CC=C2[C@@H](C1)NC1=CC=C(C=C1)NC(C#C)=O)C(CC)=O